N-(5'-(Difluoromethoxy)-6-methoxy-[2,3'-bipyridin]-5-yl)-5-methyl-3-phenylisoxazole-4-carboxamide FC(OC=1C=C(C=NC1)C1=NC(=C(C=C1)NC(=O)C=1C(=NOC1C)C1=CC=CC=C1)OC)F